(S)-N1,N2-dibenzyl-3,3,3-trifluoropropane-1,2-diamine C(C1=CC=CC=C1)NC[C@@H](C(F)(F)F)NCC1=CC=CC=C1